CS(=O)(=O)C1=CC=2C(=NN(N2)CC=O)C=C1 2-(5-(methylsulfonyl)-2H-benzo[d][1,2,3]triazol-2-yl)ethanone